CN1C(C(OCC1)C1CCC(CC1)=O)=O 4-methyl-2-(4-oxocyclohexyl)morpholine-3-one